(N-acetylglycyl)-3-aminopropylsilane C(C)(=O)NCC(=O)[SiH2]CCCN